FC(F)(F)S(=O)(=O)[O-].[IH2+] iodonium trifluoromethylsulfonat